1-benzhydryl-3-methyl-azetidin-3-ylmethylsulfonate C(C1=CC=CC=C1)(C1=CC=CC=C1)N1CC(C1)(C)CS(=O)(=O)[O-]